CC1=NOC(=C1C=1C=C(CN2CCC(CC2)NC(NCC(=O)NC2=CC=C(C=C2)N[C@@H]2C[C@@H](N(C3=CC=CC=C23)C(CC)=O)C)=O)C=C(C1)O)C 2-(3-(1-(3-(3,5-Dimethylisoxazol-4-yl)-5-hydroxybenzyl)piperidin-4-yl)ureido)-N-(4-(((2S,4R)-2-methyl-1-propionyl-1,2,3,4-tetrahydroquinolin-4-yl)amino)phenyl)acetamide